(5Z,8Z,11Z,14Z)-N-(2-hydroxyethyl)icosa-5,8,11,14-tetraenamide OCCNC(CCC\C=C/C\C=C/C\C=C/C\C=C/CCCCC)=O